S(N)(=O)(=O)C1=CC=C(OC2CN(CC2)C(=O)OC(C)(C)C)C=C1 tert-butyl 3-(4-sulfamoylphenoxy)pyrrolidine-1-carboxylate